6-(3-methoxypiperidin-4-yl)-2-(4-phenoxyphenyl)nicotinamide COC1CNCCC1C1=NC(=C(C(=O)N)C=C1)C1=CC=C(C=C1)OC1=CC=CC=C1